2-hydroxy-5-methoxy-3-(5-methyl-2H-benzo[d][1,2,3]triazol-2-yl)benzyl methacrylate C(C(=C)C)(=O)OCC1=C(C(=CC(=C1)OC)N1N=C2C(=N1)C=CC(=C2)C)O